The molecule is an artemoin in which the two hydroxy groups on the C-30 side-chain are located at positions 15 and 16. It has a role as a mouse metabolite, a plant metabolite and a rat metabolite. CCCCCCCCCCCCCCC(C(CCCCCCCCCCCCCCC1=CC(OC1=O)C)O)O